N(=O)[O-].[Ca+2].N(=O)[O-] Calcium nitrit